CC(C#N)(C)C1=NC=C(C=C1)NCC#CC=1N(C2=CC=C(C=C2C1)C(=O)N1CCN(CC1)C)CC(F)(F)F 2-methyl-2-[5-({3-[5-(4-methyl-piperazine-1-carbonyl)-1-(2,2,2-trifluoroethyl)-1H-indol-2-yl]prop-2-yn-1-yl}amino)pyridin-2-yl]propanenitrile